4-(2-(2,4-difluorophenoxy)-5-(2-hydroxypropan-2-yl)phenyl)-6-methyl-2-(3-methyl-1,2,4-oxadiazol-5-yl)thieno[2,3-c]pyridin-7(6H)-one FC1=C(OC2=C(C=C(C=C2)C(C)(C)O)C=2C3=C(C(N(C2)C)=O)SC(=C3)C3=NC(=NO3)C)C=CC(=C1)F